1-(3-methoxypropyl)-4-methyl-1,4-dihydroquinoxaline-2,3-dione COCCCN1C(C(N(C2=CC=CC=C12)C)=O)=O